1-[(2S)-oxetan-2-ylmethyl]-1H-benzimidazole-6-carboxylate O1[C@@H](CC1)CN1C=NC2=C1C=C(C=C2)C(=O)[O-]